1,2-dichloro-3-nitro-5-(trifluoromethoxy)benzene ClC1=C(C(=CC(=C1)OC(F)(F)F)[N+](=O)[O-])Cl